2-(2-methylthiazol-5-yl)-N-[(4S)-1,3,4,5-tetrahydrobenzo[cd]indol-4-yl]-7,8-dihydro-6H-pyrimido[5,4-b][1,4]oxazin-4-amine CC=1SC(=CN1)C=1N=C(C=2OCCNC2N1)N[C@H]1CC=2C=3C(=CNC3C=CC2)C1